1-(6-Cyclopropylpyridin-3-yl)ethanol C1(CC1)C1=CC=C(C=N1)C(C)O